C1[C@H]([C@H](OC2=C1C(=CC(=C2[C@@H]3[C@H]([C@H](OC4=C(C(=CC(=C34)O)O)[C@@H]5[C@H]([C@H](OC6=CC(=CC(=C56)O)O)C7=CC(=C(C=C7)O)O)O)C8=CC(=C(C=C8)O)O)O)O)O)C9=CC(=C(C=C9)O)O)O The molecule is a proanthocyanidin consisting of three (-)-epicatechin units joined by two successive (4beta->8)-linkages. It has a role as a metabolite, an anti-inflammatory agent, an antioxidant, a lipoxygenase inhibitor, an EC 1.17.3.2 (xanthine oxidase) inhibitor and an EC 3.2.1.20 (alpha-glucosidase) inhibitor. It is a hydroxyflavan, a proanthocyanidin and a polyphenol. It derives from a (-)-epicatechin.